4-(((Tert-butyldimethylsilyl)oxy)methyl)-3-fluorobenzaldehyde [Si](C)(C)(C(C)(C)C)OCC1=C(C=C(C=O)C=C1)F